CCC(C(CCC)=O)=O 3,4-heptane-dione